5-((R)-8,8-Difluoro-5,6,7,8-tetrahydroquinoxalin-5-yl)-7-((1r,4R)-4-(2-fluoro-6-methylphenyl)cyclohexyl)-3-methylpyrido[2,3-b]pyrazin-6(5H)-one FC1(CC[C@H](C=2N=CC=NC12)N1C(C(=CC=2C1=NC(=CN2)C)C2CCC(CC2)C2=C(C=CC=C2C)F)=O)F